C(C)(C)(C)OC(=O)NC=1C=C(C(=NC1C(=O)NN)O[C@H](CCCCC[C@@](C(=O)O)(C(F)(F)F)O)C)C(F)(F)F (2R,8S)-8-((5-((t-Butoxycarbonyl)amino)-6-(hydrazinocarbonyl)-3-(trifluoromethyl)pyridin-2-yl)oxy)-2-hydroxy-2-(trifluoromethyl)nonanoic acid